C1(CC1)C=1C=C(C=C(C1)OC)NC(=O)C=1C=NN2C1N=C(C=C2)NC2CC2 N-(3-cyclopropyl-5-methoxyphenyl)-5-(cyclopropylamino)pyrazolo[1,5-a]pyrimidine-3-carboxamide